[Na].C(C)(C)N1C(N=CC(=C1)S(=O)(=O)NC(NC1=C2CCCC2=CC=C1C1=CC(=NC=C1)OC)=O)=O 1-Isopropyl-N-((5-(2-methoxypyridin-4-yl)-2,3-dihydro-1H-inden-4-yl)carbamoyl)-2-oxo-1,2-dihydropyrimidine-5-sulfonamide, Sodium Salt